1-(thiophen-2-ylmethoxy)guanidine S1C(=CC=C1)CONC(=N)N